8-methyl-6-(2-morpholin-4-yl-ethyl)-2-pyrrolo[1,2-c]pyrimidin-3-yl-3H-quinazolin-4-one CC=1C=C(C=C2C(NC(=NC12)C1=CC=2N(C=N1)C=CC2)=O)CCN2CCOCC2